C(C#CC)OC1=NN2C(C(=CC=C2)C=2C=NC(=CC2)N2CC3N(C(C2)C3)CC=3C=NC(=CC3)OC)=C1C#N (but-2-yn-1-yloxy)-4-(6-(6-((6-methoxypyridin-3-yl)methyl)-3,6-diazabicyclo[3.1.1]heptan-3-yl)pyridin-3-yl)pyrazolo[1,5-a]pyridine-3-carbonitrile